2,5-dihydroxy-4-(2-sulfophenylaminocarbonyl)benzenesulfonic acid OC1=C(C=C(C(=C1)C(=O)NC1=C(C=CC=C1)S(=O)(=O)O)O)S(=O)(=O)O